FC1=C(C=CC(=C1)C=1C=C2C=NN(C2=CC1)C)[C@@H](N(C(=O)C1CCCCC1)C=1C=C(C=CC1)/C=C/C(=O)OC)[2H] methyl (S,E)-3-(3-(N-((2-fluoro-4-(1-methyl-1H-indazol-5-yl)phenyl)methyl-d)cyclohexanecarboxamido)phenyl)acrylate